OC1=C(C(N(C=C1)C)=O)NC(N[C@@H](CC(=O)OCC)C1=CC(=CC=C1)C=1SC=CN1)=O ethyl (S)-3-(3-(4-hydroxy-1-methyl-2-oxo-1,2-dihydropyridin-3-yl)ureido)-3-(3-(thiazol-2-yl) phenyl)propanoate